7-bromo-6,8-dichloro-2H-benzo[d][1,3]oxazine-2,4(1H)-dione BrC=1C(=CC2=C(NC(OC2=O)=O)C1Cl)Cl